tert-Butyl (2-((2-(N,N-bis(4-methoxybenzyl)sulfamoyl)-4-(3-hydroxy-2-oxoindolin-7-yl)-3-(1-(4-methoxybenzyl)-1H-tetrazol-5-yl)phenyl)sulfonyl)ethyl)carbamate COC1=CC=C(CN(S(=O)(=O)C2=C(C=CC(=C2C2=NN=NN2CC2=CC=C(C=C2)OC)C=2C=CC=C3C(C(NC23)=O)O)S(=O)(=O)CCNC(OC(C)(C)C)=O)CC2=CC=C(C=C2)OC)C=C1